OCC(C)(C)N1N=C(C(=C1)OC)S(=O)(=O)N(CC1=CC=C(C=C1)OC)CC1=CC=C(C=C1)OC 1-(1-hydroxy-2-methylpropan-2-yl)-4-methoxy-N,N-bis(4-methoxybenzyl)-1H-pyrazole-3-sulfonamide